trans-5-hydroxy-1,3-oxathiolane-2-ethanol O[C@H]1CS[C@@H](O1)CCO